C(C)(C)(C)OC(=O)N1CCC(CC1)C(C1=CC=CC=C1)C=1N=NN(N1)C(F)F 4-((2-(difluoromethyl)-2H-tetrazol-5-yl)(phenyl)methyl)piperidine-1-carboxylic acid tert-butyl ester